(S)-2-(4-(7-(8-ethynyl-7-fluoronaphthalen-1-yl)-8-fluoro-2-((tetrahydro-1H-pyrrolizin-7a(5H)-yl)methoxy)quinazolin-4-yl)piperazin-2-yl)acetonitrile C(#C)C=1C(=CC=C2C=CC=C(C12)C1=CC=C2C(=NC(=NC2=C1F)OCC12CCCN2CCC1)N1C[C@@H](NCC1)CC#N)F